The molecule is a cyclosiloxane that is the octamethyl derivative of cyclotetrasiloxane. It is an organosilicon compound and a cyclosiloxane. It derives from a hydride of a cyclotetrasiloxane. C[Si]1(O[Si](O[Si](O[Si](O1)(C)C)(C)C)(C)C)C